6-[(2,3-dihydro-benzo[1,4]dioxin-6-ylmethyl)-amino]-2-pyrrolidin-1-yl-pyridin O1CCOC2=C1C=CC(=C2)CNC2=CC=CC(=N2)N2CCCC2